2,3-difluoro-4-[5-(4-methoxyphenyl)-1-(2-trimethylsilylethoxymethyl)pyrazol-4-yl]phenol FC1=C(C=CC(=C1F)C=1C=NN(C1C1=CC=C(C=C1)OC)COCC[Si](C)(C)C)O